BrC1=CC=C(C=C1)CC(=O)N1CCC(CC1)NC(OC(C)(C)C)=O tert-butyl (1-(2-(4-bromophenyl)acetyl)piperidin-4-yl)carbamate